benzyl-sulfonyl-D-seryl-homophenylalanine C(C1=CC=CC=C1)S(=O)(=O)N[C@H](CO)C(=O)N[C@@H](CCC1=CC=CC=C1)C(=O)O